(3aR,5s,6aS)-N-[6-(2,5-difluorophenyl)pyridazin-3-yl]-2-(tetrahydropyran-4-ylmethyl)-3,3a,4,5,6,6a-hexahydro-1H-cyclopenta[c]pyrrol-5-amine FC1=C(C=C(C=C1)F)C1=CC=C(N=N1)NC1C[C@@H]2[C@@H](CN(C2)CC2CCOCC2)C1